tributylurea C(CCC)NC(N(CCCC)CCCC)=O